tert-Butyl 4-(4-(3-cyanopyridin-4-yl)-5-(4-fluorophenyl)-1H-pyrrol-2-yl)piperidine-1-carboxylate C(#N)C=1C=NC=CC1C=1C=C(NC1C1=CC=C(C=C1)F)C1CCN(CC1)C(=O)OC(C)(C)C